ClC1=CC2=C(C(N(C=3N2CCN3)C3=C(C=CC=C3)Cl)=O)C=N1 8-chloro-4-(2-chlorophenyl)-1,2-dihydroimidazo[1,2-a]pyrido[3,4-e]pyrimidin-5(4H)-one